(4-bromoindolin-1-yl)[5-(hydroxymethyl)thiazol-2-yl]methanone BrC1=C2CCN(C2=CC=C1)C(=O)C=1SC(=CN1)CO